2-(4-amino-3-fluorophenyl)-N-methyl-N-(2,2,2-trifluoroethyl)propenamide NC1=C(C=C(C=C1)C(C(=O)N(CC(F)(F)F)C)=C)F